C(C)(C)(C)OC(NCC1CCC1)=O tert-butyl(cyclobutylmethyl)carbamate